1-(2,3-di(thiophen-2-yl)quinoxalin-6-yl)-3-(2-methoxyethyl)urea S1C(=CC=C1)C1=NC2=CC=C(C=C2N=C1C=1SC=CC1)NC(=O)NCCOC